bromostyrol sulfonium salt [SH3+].BrC=CC1=CC=CC=C1